ClC1=C(CC=2NC(N(N2)CC(F)(F)F)=O)C(=CC=C1)F 5-(2-chloro-6-fluorobenzyl)-2-(2,2,2-trifluoroethyl)-2,4-dihydro-3H-1,2,4-triazol-3-one